(E)-2-(2,6-dimethoxy-4-(2-(2-methylbiphenyl-3-yl)vinyl)benzylamino)-4-hydroxybutyric acid COC1=C(CNC(C(=O)O)CCO)C(=CC(=C1)\C=C\C=1C(=C(C=CC1)C1=CC=CC=C1)C)OC